4-((5,6-dimethoxy-1,3-benzodiazol-1-yl)methyl)phenylboronic acid COC1=CC2=C(N(C=N2)CC2=CC=C(C=C2)B(O)O)C=C1OC